CN1C(=NN=C1)C=1C=NC=CC1C=1C=C(C=CC1)N1C(C2=CC=CC(=C2C1)C(F)(F)F)=O 2-(3-(3-(4-methyl-4H-1,2,4-triazol-3-yl)pyridin-4-yl)phenyl)-4-(trifluoromethyl)isoindolin-1-one